C(C)OC=1C(=NC=C(C1)F)OC=1C=C(C=NC1)C1=NC=C(C=N1)C(=O)N[C@@H]1CN(CC[C@H]1F)C(=O)OCC1=CC=CC=C1 benzyl (3R,4R)-3-{[(2-{5-[(3-ethoxy-5-fluoropyridin-2-yl)oxy]pyridin-3-yl}pyrimidin-5-yl)carbonyl]amino}-4-fluoropiperidine-1-carboxylate